Ethyl 3-(2-(3-(hydroxy methyl)-1H-pyrrolo[2,3-c]pyridin-1-yl)acetamido)benzoate OCC1=CN(C2=CN=CC=C21)CC(=O)NC=2C=C(C(=O)OCC)C=CC2